Cl.N1(N=CN=C1)C(N)=N 1H-1,2,4-triazole-1-carboximidamide hydrochloride